(4-chlorophenyl)diphenyl(4-(4,4,5,5-tetramethyl-1,3,2-dioxaborolan-2-yl)phenyl)silane ClC1=CC=C(C=C1)[Si](C1=CC=C(C=C1)B1OC(C(O1)(C)C)(C)C)(C1=CC=CC=C1)C1=CC=CC=C1